Cl.C(C)C(C(=O)O)N1C(C=CC(=C1)NCCCCCCCCCCCCCCN1C(C2=CC=CC=C2C1=O)=O)=O.N[C@@H](CS)C(=O)SC[C@H](N)C(=O)O S-cysteinyl-cysteine ethyl-2-(5-((14-(1,3-dioxoisoindolin-2-yl)tetradecyl)amino)-2-oxopyridin-1(2H)-yl)acetate hydrochloride